BrC1=CC=C(C=NN2C(=NN=C2COC2=CC=CC=C2)SCC(=O)NC2=CC=C(C=C2)Cl)C=C1 ((4-((4-bromobenzylidene)amino)-5-(phenoxymethyl)-4H-1,2,4-triazol-3-yl)thio)-N-(4-chlorophenyl)acetamide